COC(C1=CC(=CC=C1)[N+](=O)[O-])OC 1-(Dimethoxymethyl)-3-nitrobenzene